C(C)(C)(C)OC(=O)N1N=CC[C@H]1C(=O)O (S)-1-(tert-butoxycarbonyl)-4,5-dihydro-1H-pyrazole-5-carboxylic acid